(4-(cyclopropylmeth-yl)piperazin-1-yl)(7-((4-(ethylamino)-3-(trifluoromethyl)-1H-pyrrolo[2,3-b]pyridin-6-yl)amino)-2,3-dihydrobenzo-furan-4-yl)methanone C1(CC1)CN1CCN(CC1)C(=O)C1=CC=C(C2=C1CCO2)NC2=CC(=C1C(=N2)NC=C1C(F)(F)F)NCC